3-(chloro)benzoylmethylenedimethyl-sulphur bromide ClC=1C=C(C(=O)C=[S](C)(C)Br)C=CC1